NC=1N=C(C2=C(N1)C=NN2CC=2C=C(C(=O)O)C=CC2OC)NCC2CC1(CC1)C2 3-((5-amino-7-((spiro[2.3]hexan-5-ylmethyl)amino)-1H-pyrazolo[4,3-d]pyrimidin-1-yl)methyl)-4-methoxybenzoic acid